C1([C@H](O)[C@@H](O)[C@H](O)[C@H](O1)CO)O[C@@]1(CO)[C@@H](O)[C@H](O)[C@H](O1)CO glucopyranosyl-(1-2)-β-D-fructofuranose